O[C@@H](C=O)[C@H]([C@@H]1OC(OC[C@H]1O)C1=CC=CC=C1)O (2R,3R)-2,3-dihydroxy-3-((4R,5R)-5-hydroxy-2-phenyl-1,3-dioxan-4-yl)propanal